(S)-tert-Butyl (2-(1-oxo-5-(4,4,5,5-tetramethyl-1,3,2-dioxaborolan-2-yl) isoindolin-2-yl)ethyl)((5-oxopyrrolidin-2-yl)methyl)carbamate O=C1N(CC2=CC(=CC=C12)B1OC(C(O1)(C)C)(C)C)CCN(C(OC(C)(C)C)=O)C[C@H]1NC(CC1)=O